5-(piperazin-1-yl)imidazo[1,5-a]pyridine N1(CCNCC1)C1=CC=CC=2N1C=NC2